FC1(CN(CC1)C1=NC=CC(=C1NC(=O)C=1N=C(OC1)C(C)C)C1=C(C=CC=C1)F)F N-(2-(3,3-difluoropyrrolidin-1-yl)-4-(2-fluoro-phenyl)pyridin-3-yl)-2-isopropyloxazole-4-carboxamide